CC=1C=C(C=C(C1)C=C)CC#N 2-(3-methyl-5-vinylphenyl)acetonitrile